N-(6-methoxy-1-methylindazol-7-yl)-6-(5-methyl-2-oxo-1,3-oxazolidin-3-yl)pyridine-3-sulfonamide COC1=CC=C2C=NN(C2=C1NS(=O)(=O)C=1C=NC(=CC1)N1C(OC(C1)C)=O)C